ClC1(CC2=CC=CC=C2)CC=C(C=C1)C(C)(C)C 1-chloro-4-(tert-butyl)benzyl-benzene